C(#N)C1=NC(=NC=N1)NC1CCN(CCC1)C(=O)OC(C)(C)C tert-butyl 4-((4-cyano-1,3,5-triazin-2-yl)amino)azepane-1-carboxylate